C(C)(C)(C)C1=CC=C(OC(C(=O)NCC2=CC=3N(C=C2)N=CC3C(=O)N)C)C=C1 5-((2-(4-(tert-butyl)phenoxy)-N-methylacetylamino)methyl)pyrazolo[1,5-a]pyridine-3-carboxamide